NCCCNCCCN N-(3-aminopropyl)propane-1,3-diamine